OCCC(C)OC(CC(C)O)=O 3-hydroxybutyric acid (3-hydroxy-1-methyl-propyl) ester